N1(C=NC=C1)C1=NC2=CC=CC=C2C(=C1)C(=O)N[C@@H]1CC[C@H](CC1)OCCOC 2-(imidazol-1-yl)-N-[(trans)-4-(2-methoxyethoxy)cyclohexyl]quinoline-4-carboxamide